N-(3-(4'-((R)-1-(tetrahydro-2H-pyran-4-yl)ethoxy)-4,5,5',6'-tetrahydro-2H-spiro[furan-3,8'-pyrano[3,4-b]pyridin]-2'-yl)-1H-pyrrolo[2,3-c]pyridin-5-yl)acetamide O1CCC(CC1)[C@@H](C)OC1=C2C(=NC(=C1)C1=CNC3=CN=C(C=C31)NC(C)=O)C3(OCC2)COCC3